O1CC[C@@H](CCC1)N |r| Rac-(RS)-oxepan-4-amine